(2S)-5,5-dimethyl-2-[({1-methyl-1H-pyrrolo[2,3-b]pyridin-5-yl}methyl)amino]hexanoic acid CC(CC[C@@H](C(=O)O)NCC=1C=C2C(=NC1)N(C=C2)C)(C)C